[Cl-].CC([N+](CC)(C)C1=CC=CC=C1)C dimethyl-phenyl-methyl-ethyl-methyl-ammonium chloride